dimethyldifluoromethane-sulfonamide CN(S(=O)(=O)C(F)F)C